tert-butyl (1-methyl-3-((3-(pyridin-4-yl)thieno[3,2-b]pyridin-5-yl)-amino)-1H-pyrazol-5-yl)carbamate CN1N=C(C=C1NC(OC(C)(C)C)=O)NC1=CC=C2C(=N1)C(=CS2)C2=CC=NC=C2